C(=O)C1=CC=C(C=C1)N1[C@@H]2CN(C[C@H](C1)CC2(C)C)C(=O)NCCO (1S,5S)-6-(4-Formylphenyl)-N-(2-hydroxyethyl)-9,9-dimethyl-3,6-diazabicyclo[3.2.2]nonane-3-carboxamide